FC1=C(N=C(C2=C1N=C(N=C2)S(=O)C)NCCC2=CC(=CC=C2)C=C)C2=CC=CC1=CC=C(C(=C21)C#C[Si](C(C)C)(C(C)C)C(C)C)F 8-fluoro-7-(7-fluoro-8-((triisopropylsilyl)ethynyl)naphthalen-1-yl)-2-(methylsulfinyl)-N-(3-vinylphenethyl)pyrido[4,3-d]pyrimidin-5-amine